O=C1N(CCCN1)C1=CC=C(C(=O)OCC)C=C1 ETHYL 4-(2-OXOTETRAHYDROPYRIMIDIN-1(2H)-YL)BENZOATE